methyl 7-bromo-2-(difluoromethoxy)-3H-1,3-benzodiazole-4-carboxylate BrC1=CC=C(C2=C1N=C(N2)OC(F)F)C(=O)OC